4-(2-acryloyl-2,6-diazaspiro[3.4]octan-6-yl)-2-(3-(dimethylamino)piperidin-1-yl)-6-(5-methyl-1H-indazol-4-yl)pyrimidine-5-carbonitrile C(C=C)(=O)N1CC2(C1)CN(CC2)C2=NC(=NC(=C2C#N)C2=C1C=NNC1=CC=C2C)N2CC(CCC2)N(C)C